(cis)-N-methoxy-N-methyl-3-(trifluoromethoxy)cyclobutanecarboxamide CON(C(=O)[C@@H]1C[C@@H](C1)OC(F)(F)F)C